(benzylamino)nicotinic acid methyl ester COC(C1=C(N=CC=C1)NCC1=CC=CC=C1)=O